CC(C)(C)S(=O)/N=C/C1=CC=CC2=CC=CC=C12 (E)-2-Methyl-N-(1-naphthylmethylene)propane-2-sulfinamide